C(C)(C)(C)S(=O)N=C1CSC1 3-[(tert-butylsulfinyl)imino]thietane